Cl.FC1=C(C=CC2=C1N(C(=N2)C2=CC=C(C=C2)S(=O)(=O)C)C)C2CCNCC2 7-fluoro-1-methyl-2-(4-(methylsulfonyl)phenyl)-6-(piperidin-4-yl)-1H-benzo[d]imidazole hydrochloride